C(C)(C)(C)C=1C=C(C=C(C1O)C(C)(C)C)CCC(=O)NNC(CCC1=CC(=C(C(=C1)C(C)(C)C)O)C(C)(C)C)=O 1,2-di[(3,5-di-tert-butyl-4-hydroxyphenyl)propionyl]hydrazine